COC(C(CC)(C)Br)=O 2-bromo-2-methylbutanoic acid methyl ester